(R)-benzyl (4-(4-fluoro-2-(((4-hydroxypyrido[3,2-d]pyrimidin-6-yl)(methyl)amino)methyl)phenoxy) butan-2-yl)carbamate FC1=CC(=C(OCC[C@@H](C)NC(OCC2=CC=CC=C2)=O)C=C1)CN(C)C=1C=CC=2N=CN=C(C2N1)O